CC1(CC(C(NC1(C)C)=O)C1=CC2=CC=CC=C2C=C1)C 5,5,6,6-tetramethyl-3-(2-naphthyl)piperidin-2-one